FC(C(=O)O)(F)F.NC1CCC(CC1)NC=1C=C(C(N(C1)C)=O)C(F)(F)F 5-(((1S,4S)-4-aminocyclohexyl)amino)-1-methyl-3-(trifluoromethyl)pyridin-2(1H)-one trifluoroacetate salt